N-(6-amino-5-ethyl-3-pyridyl)-2-[(2R,5S)-5-methyl-2-[3-(1-methylpyrrolidin-3-yl)phenyl]-1-piperidyl]-2-oxo-acetamide NC1=C(C=C(C=N1)NC(C(=O)N1[C@H](CC[C@@H](C1)C)C1=CC(=CC=C1)C1CN(CC1)C)=O)CC